1-((3R,4R)-3-(((2-((1-(5-aminopentyl)-1H-pyrazol-4-yl)amino)-5-chloro-7H-pyrrolo[2,3-d]pyrimidin-4-yl)oxy)methyl)-4-methoxypyrrolidin-1-yl)prop-2-en-1-one NCCCCCN1N=CC(=C1)NC=1N=C(C2=C(N1)NC=C2Cl)OC[C@H]2CN(C[C@@H]2OC)C(C=C)=O